(4R)-4-(4-cyano-2-methoxy-phenyl)-5-ethoxy-2,8-dimethyl-1,4-dihydro-1,6-naphthyridine-3-carboxamide C(#N)C1=CC(=C(C=C1)[C@H]1C(=C(NC2=C(C=NC(=C12)OCC)C)C)C(=O)N)OC